2-(diethoxymethyl)-5,5-dimethyl-1-(3-(trifluoromethyl)bicyclo[1.1.1]pentan-1-yl)cyclohexanol C(C)OC(C1C(CC(CC1)(C)C)(O)C12CC(C1)(C2)C(F)(F)F)OCC